C(C)OC(=O)C=1N=NC2=CC(=CC=C2C1)O 7-hydroxycinnoline-3-carboxylic acid ethyl ester